ClC=1C=C2C(=CC1)NC(C21CCN(CC1)CCOC=1C=NC(=C(C1)C(F)(F)F)[C@H](CO)O)=O |o1:28| 5-chloro-1'-[2-({6-[(1R) or (1S)-1,2-dihydroxyethyl]-5-(trifluoromethyl)pyridin-3-yl}oxy)ethyl]-1,2-dihydrospiro[indole-3,4'-piperidin]-2-one